4-[[tert-Butoxycarbonyl-(ethyl)amino]methyl]benzoic acid C(C)(C)(C)OC(=O)N(CC)CC1=CC=C(C(=O)O)C=C1